CC(CCOB1OCCC(O1)C)OB1OCCC(O1)C 2,2'-(1-METHYLTRIMETHYLENEDIOXY)BIS-(4-METHYL-1,3,2-DIOXABORINANE)